(vinylbenzyl)trimethylammonium bicarbonate C([O-])(O)=O.C(=C)C(C1=CC=CC=C1)[N+](C)(C)C